N1=C(NC2=C1C=CC=C2)C(=O)O 2-benzimidazolecarboxylic acid